CC(C(=O)OCCCCC=C)CC hex-5-enyl 2-methylbutanoate